BrCC(=O)C1=CC(=CC(=C1)OC)OC 2-bromo-1-(3,5-dimethoxyphenyl)ethan-1-one